C(CCCCCCCCC)N(C)CCCCCCCCCC Didecyl-methyl-amine